C(N)(=O)C=1C(=NOC1N1CCC(CC1)C1=CC=C(C=C1)C1(CC1)C(=O)OCC)C ethyl 1-[4-[1-(4-carbamoyl-3-methyl-isoxazol-5-yl)-4-piperidyl]phenyl]cyclopropanecarboxylate